ClC=1C(=CC(=NC1)NCC)[C@@H](C)NC([C@@H](C)N1C(C2=CC(=CC=C2C1)C1=NC(=NC=C1Cl)NC1CCOCC1)=O)=O (2R)-N-[(1R)-1-[5-chloro-2-(ethylamino)pyridin-4-yl]ethyl]-2-(6-{5-chloro-2-[(oxan-4-yl)amino]pyrimidin-4-yl}-1-oxo-2,3-dihydro-1H-isoindol-2-yl)propanamide